C(C)(C)NC(C)=O N-isopropylacetamid